NC1=NC=NN2C1=C(C(=N2)C2=CC=C(C=C2)NC(C(=C)F)=O)C=2C=C1C=CN(C1=CC2)C N-(4-(4-amino-5-(1-methyl-1H-indol-5-yl)pyrazolo[5,1-f][1,2,4]triazin-6-yl)phenyl)-2-fluoroacrylamide